5,7-dichloro-2-(5-chloro-2-cyclopropyl-4-methoxyphenyl)-8-hydroxy-3-(oxazol-5-ylmethyl)benzo[4,5]thieno[2,3-d]pyrimidin-4(3H)-one ClC1=CC(=C(C2=C1C1=C(N=C(N(C1=O)CC1=CN=CO1)C1=C(C=C(C(=C1)Cl)OC)C1CC1)S2)O)Cl